C(C)(C)C1=C(C=CC=C1)C1=NC=C2NC(N(C2=N1)CC1=CC=C(C=C1)C1=CN=CN1C)=O 2-(2-isopropylphenyl)-9-(4-(1-methyl-1H-imidazol-5-yl)benzyl)-7,9-dihydro-8H-purin-8-one